6-[4-(5-Formylpyridin-2-yl)-2,3-dihydroindol-1-yl]-8-(methylamino)imidazo[1,2-b]pyridazine-3-carboxylic acid C(=O)C=1C=CC(=NC1)C1=C2CCN(C2=CC=C1)C=1C=C(C=2N(N1)C(=CN2)C(=O)O)NC